COC1=CC=C2C(=CC=NC2=C1)N1CCN(CC1)C(=O)C1CN(CCC1)C(=O)C1CCCCC1 (4-(7-methoxyquinolin-4-yl)piperazin-1-yl)(1-(cyclohexylcarbonyl)piperidin-3-yl)methanone